FC1(C(COC1)NC(=O)C1=C(OC2=C1C=C(C=C2)OCC2=CN=C(S2)C)C)F N-(4,4-difluorotetrahydrofuran-3-yl)-2-methyl-5-((2-methylthiazol-5-yl)methoxy)benzofuran-3-carboxamide